(S)-1-(3-(1-amino-1,3-dihydrospiro[indene-2,4'-piperidin]-1'-yl)-6-(2,3-dichlorophenyl)-5-methylpyrazin-2-yl)azetidin-3-one N[C@@H]1C2=CC=CC=C2CC12CCN(CC2)C=2C(=NC(=C(N2)C)C2=C(C(=CC=C2)Cl)Cl)N2CC(C2)=O